N-((S)-7-(5-((S)-1-amino-2-(3,5-difluorophenyl)ethyl)-2-(methylthio)-7-oxothiazolo[4,5-d]pyrimidin-6(7H)-yl)-4-chloro-1-methyl-1H-indazol-3-yl)methanesulfonamide N[C@@H](CC1=CC(=CC(=C1)F)F)C=1N(C(C2=C(N1)N=C(S2)SC)=O)C=2C=CC(=C1C(=NN(C21)C)NS(=O)(=O)C)Cl